4,5-diphenyl-3-oxazoline-2-one C1(=CC=CC=C1)C1=NC(OC1C1=CC=CC=C1)=O